7-((6-(1,4-diazepan-1-yl)-5-methylpyridin-3-yl)methyl)-2-butoxyimidazo[2,1-f][1,2,4]triazin-4-amine N1(CCNCCC1)C1=C(C=C(C=N1)CC1=CN=C2C(=NC(=NN21)OCCCC)N)C